C(C)C(C(=O)OCC(COC(C(CCCC)CC)=O)(COC(C(CCCC)CC)=O)COC(C(CCCC)CC)=O)CCCC pentaerythritol tetrakis(ethyl hexanoate)